4'-((2-oxaspiro[3.3]heptan-6-yl)oxy)-2'-chloro-4,5,5',6'-tetrahydro-2H-spiro[furan-3,8'-pyrano[3,4-b]pyridine] C1OCC12CC(C2)OC2=C1C(=NC(=C2)Cl)C2(OCC1)COCC2